COC1=CC=C(C=C1)C(C(=O)NC1=CC=C(C=C1)[Si](C)(C)C)NC(CC=1C=NN(C1)C)=O 2-(4-methoxyphenyl)-2-(((1-methyl-1H-pyrazol-4-yl)acetyl)amino)-N-(4-(trimethylsilyl)phenyl)acetamide